ClC=1C=C(C=CC1Cl)N(C(C=C)=O)C N-(3,4-dichlorophenyl)-N-methyl-propenamide